C=C1C(=O)OCC1 methylene-gamma-butyrolactone